(R)-N-(3-Cyanobut-3-en-2-yl)-2-(cyclopropyl-difluoromethyl)-4-phenoxypyrimidine-5-carboxamide C(#N)C([C@@H](C)NC(=O)C=1C(=NC(=NC1)C(F)(F)C1CC1)OC1=CC=CC=C1)=C